C(=O)(O)C(CC=1C=C(CN(C(CC=2C=C(C=CC2)CC(C(=O)O)C2CNCC2)(F)F)CCOC2=CC(=CC=C2)CC(C2CNCC2)C(=O)O)C=CC1)C1CNCC1 3-(3-(2-((3-(2-carboxy-2-(pyrrolidin-3-yl)ethyl)benzyl)(2-(3-(2-carboxy-2-(pyrrolidin-3-yl)ethyl)phenoxy)ethyl)amino)-2,2-difluoroethyl)phenyl)-2-(pyrrolidin-3-yl)propanoic acid